6,8-Dimethyl-2-[5-(piperidin-4-yl)[1,3]thiazolo[5,4-d][1,3]thiazol-2-yl]imidazo[1,2-a]pyrazin Hydrochlorid Cl.CC=1N=C(C=2N(C1)C=C(N2)C=2SC=1N=C(SC1N2)C2CCNCC2)C